C[C@H]1C[C@H](C[C@@H](C1)C1=C2C=CC=NC2=C(C=C1)C(F)(F)F)N (1R,3R,5R)-3-methyl-5-(8-(trifluoromethyl)quinolin-5-yl)cyclohexylamine